1-(3,5-diethyl-oxycarbonyl-phenyl)-4-oxo-1,4-dihydropyridazine C(C)OC(=O)C=1C=C(C=C(C1)C(=O)OCC)N1N=CC(C=C1)=O